C(CCCCCCC)C1(CC(C1)O)O n-octylcyclobutane-1,3-diol